sulfomaleic anhydride S(=O)(=O)(O)/C=1/C(=O)OC(\C1)=O